P(=O)(OCN1N=CC(=C1)C=1SC=C(N1)C(NC=1C(=NN(C1)C)C1=NC=CC=C1)=O)(O)O (4-(4-((1-methyl-3-(pyridin-2-yl)-1H-pyrazol-4-yl)carbamoyl)thiazol-2-yl)-1H-pyrazol-1-yl)methyl dihydrogen phosphate